N=1C=C(N2N=CC=CC21)C#CC=2C=C(C(=O)N)C=CC2C 3-(imidazo[1,2-b]pyridazin-3-ylethynyl)-4-Methylbenzamide